BrC1=CC(=CC2=C1SC(=C2)C(=O)OCC)OC(C)C ethyl 7-bromo-5-isopropoxybenzo[b]thiophene-2-carboxylate